4-((9-(trans-4-cyanocyclohexyl)-7-methyl-8-oxo-8,9-dihydro-7H-purin-2-yl)amino)-3-methylbenzonitrile C(#N)[C@@H]1CC[C@H](CC1)N1C2=NC(=NC=C2N(C1=O)C)NC1=C(C=C(C#N)C=C1)C